2H-[1,2,4]triazolo[4,3-a]pyridin-3-one N=1NC(N2C1C=CC=C2)=O